FC(OC(C(F)(F)F)(F)F)(OC(C(F)(F)F)(F)F)F 1,1'-[(difluoromethylene)bis(oxy)]bis(1,1,2,2,2-pentafluoroethane)